3-methyl-3-(1H-pyrazol-3-yl)pyrrolidin-2-one CC1(C(NCC1)=O)C1=NNC=C1